3-(2-(4-Methylpiperazin-1-yl)thiazol-4-yl)aniline CN1CCN(CC1)C=1SC=C(N1)C=1C=C(N)C=CC1